C(=CCCCCCC)C=1C(C(=CC(C1C)=O)OC)=O 2-octenyl-3-methyl-6-methoxy-1,4-benzoquinone